C(C1=CC=CC=C1)O[C@H]1[C@@H]([C@@H](O[C@]1(C)COCC1=CC=CC=C1)CC(=O)[O-])CC(=O)[O-] (2S,3R,4S,5R)-4-(benzyloxy)-5-((benzyloxy) methyl)-5-methyltetrahydrofuran-2,3-diyldiacetate